3-(4-((difluoromethyl)sulfonamido)-3-((S)-1-(4-fluorophenyl)ethoxy)phenyl)-5-((5-(tetrahydrofuran-3-yl)isoxazol-3-yl)amino)-1H-pyrazole FC(S(=O)(=O)NC1=C(C=C(C=C1)C1=NNC(=C1)NC1=NOC(=C1)C1COCC1)O[C@@H](C)C1=CC=C(C=C1)F)F